O1C(CCCC1)OCN1CCC2(CC1)CC=1C(=NC=CC1)C2 (tetrahydropyran-2-yloxymethyl)spiro[7H-cyclopenta[b]pyridine-6,4'-piperidine]